OCC1(C(C(C(CC1)O)O)O)O.[C] carbon (hydroxymethyl)-1,2,3,4-cyclohexanetetraol